2-[(3-chloro-4-fluorophenyl)[(5-fluoro-6-methylpyridin-2-yl)amino]methyl]-4-(methoxymethyl)-1H-imidazole-5-sulfonyl chloride ClC=1C=C(C=CC1F)C(C=1NC(=C(N1)COC)S(=O)(=O)Cl)NC1=NC(=C(C=C1)F)C